5-(4-chloro-2-fluoro-phenyl)-7-((2S)-2-(5-cyclopropyl-1,2,4-oxadiazol-3-yl)-4-morpholinyl)-2,3-dimethylpyrido[4,3-d]-pyrimidin-4(3H)-one ClC1=CC(=C(C=C1)C1=NC(=CC=2N=C(N(C(C21)=O)C)C)N2C[C@H](OCC2)C2=NOC(=N2)C2CC2)F